tert-butyl 4-[4-[5-acetyl-3-[7-(difluoromethyl)-6-(1-methylpyrazol-4-yl)-3,4-dihydro-2H-quinolin-1-yl]-6,7-dihydro-4H-pyrazolo[4,3-c]pyridin-1-yl]cyclohexoxy]piperidine-1-carboxylate C(C)(=O)N1CC2=C(CC1)N(N=C2N2CCCC1=CC(=C(C=C21)C(F)F)C=2C=NN(C2)C)C2CCC(CC2)OC2CCN(CC2)C(=O)OC(C)(C)C